tert-butyl 4-[3-amino-5-fluoro-2-[[4-hydroxy-4-(trifluoromethyl)cyclohexanecarbonyl]amino]-4-pyridyl]piperidine-1-carboxylate NC=1C(=NC=C(C1C1CCN(CC1)C(=O)OC(C)(C)C)F)NC(=O)C1CCC(CC1)(C(F)(F)F)O